3-chloro-7-((isobutylamino)methyl)-N-(5-((1s,3s)-3-methyl-1-(4-methyl-4H-1,2,4-triazol-3-yl)cyclobutyl)pyridin-3-yl)-1H-pyrrolo[3,2-b]pyridine-5-carboxamide ClC1=CNC=2C1=NC(=CC2CNCC(C)C)C(=O)NC=2C=NC=C(C2)C2(CC(C2)C)C2=NN=CN2C